N=1C=NN2C1C=C(C=C2)OC2=C(C=C(C=C2)NC2=NC=NN1C2=C(C=C1)C1CC2(CN(C2)C(\C=C\CN(C)C)=O)C1)C (E)-1-(6-(4-((4-([1,2,4]triazolo[1,5-a]pyridin-7-yloxy)-3-methylphenyl)amino)pyrrolo[2,1-f][1,2,4]triazin-5-yl)-2-azaspiro[3.3]heptan-2-yl)-4-(dimethylamino)but-2-en-1-one